3-hydroxyvaleric acid calcium salt [Ca+2].OC(CC(=O)[O-])CC.OC(CC(=O)[O-])CC